O[C@H]1C[C@H]2C[C@H]([C@H]3[C@@H]4CC[C@H]([C@@H](CCC(=O)NCCCS(=O)(=O)O)C)[C@]4([C@H](C[C@@H]3[C@]2(CC1)C)O)C)O 3-{[(3α,5β,7α,12α)-3,7,12-trihydroxy-24-oxo-cholan-24-yl]amino}-1-propanesulfonic acid